2-(pyridin-2-yl)-7,8-dihydro-phthalazine-1,6(2H,5H)-dione N1=C(C=CC=C1)N1C(C=2CCC(CC2C=N1)=O)=O